1,2-bis(carboxyl-methyl-thio)-ethane C(=O)(O)CSCCSCC(=O)O